C(C)(C)(C)OC(NC1=CC=C(C=C1)N1N=C2C=C(C=CC2=C1)C1=C(C=CC=C1)C(F)(F)F)=O (4-(6-(2-(trifluoromethyl)phenyl)-2H-indazol-2-yl)phenyl)carbamic acid tert-butyl ester